ClC=1C=C(C=C(C1)NC1=C2N=CN(C2=NC(=N1)Cl)C(C)C)NC(C)=O N-(3-chloro-5-((2-chloro-9-isopropyl-9H-purin-6-yl)amino)phenyl)acetamide